NC1=NC=CC=C1C1=NC=2C(=NC(=CC2)N2N=CC(=C2)COC)N1C=1C=C2CC[C@@H](C2=CC1)NC(C1=C(C=C(C(=C1)C=O)O)F)=O (S)-N-(5-(2-(2-aminopyridin-3-yl)-5-(4-(methoxymethyl)-1H-pyrazol-1-yl)-3H-imidazo[4,5-b]pyridin-3-yl)-2,3-dihydro-1H-inden-1-yl)-2-fluoro-5-formyl-4-hydroxybenzamide